BrCC1=CN=C(C=C1C(=O)OC)Cl Methyl 5-(bromomethyl)-2-chloroisonicotinate